OC=1C=C(C=CC1)C1/2CCN(C(CCC1)\C2=C/C(=O)OCC)CCC2=CC=CC=C2 Ethyl (Z)-2-(5-(3-hydroxyphenyl)-2-phenethyl-2-azabicyclo[3.3.1]nonan-9-ylidene)acetate